Octanal-d16 C(C(C(C(C(C(C(C([2H])([2H])[2H])([2H])[2H])([2H])[2H])([2H])[2H])([2H])[2H])([2H])[2H])([2H])[2H])(=O)[2H]